O=C1C2=C(C=NN1)N=C(N=C2NC=2C=CC(=NC2)N2CCC1(CC1)CC2)C2=CC=CC=C2 6-(5-((5-Oxo-2-phenyl-5,6-dihydropyrimido[4,5-d]pyridazin-4-yl)amino)pyridin-2-yl)-6-azaspiro[2.5]octan